S(N)(OC[C@@H]1[C@H](C[C@@H](C1)NC1=NC=NC=C1C(=O)C=1SC=C(C1)COC1=C(C=CC=C1)I)O)(=O)=O [(1R,2S,4R)-2-Hydroxy-4-([5-({4-[(2-iodophenoxy)methyl]-2-thienyl}carbonyl)pyrimidin-4-yl]amino)cyclopentyl]methyl sulfamate